6-(N-(6-(8-(benzo[d]thiazol-2-ylcarbamoyl)-3,4-dihydroisoquinolin-2(1H)-yl)picolinoyl)sulfamoyl)hexanoic acid S1C(=NC2=C1C=CC=C2)NC(=O)C=2C=CC=C1CCN(CC21)C2=CC=CC(=N2)C(=O)NS(=O)(=O)CCCCCC(=O)O